FC(C1NC(NC2=CC=CC=C12)=O)(F)F 4-(trifluoromethyl)-3,4-dihydro-quinazolin-2(1H)-one